COC(=O)C=1C(=CC=2N(C1)C=C(N2)C21COC(C2)C1)OC(C)C 2-(2-oxabicyclo[2.1.1]hex-4-yl)-7-isopropoxyimidazo[1,2-a]pyridine-6-carboxylic acid methyl ester